2-methoxy-malonate COC(C(=O)[O-])C(=O)[O-]